2-oxo-3-(3-oxo-4H-pyrazino[2,3-b][1,4]oxazin-6-yl)oxazolidin O=C1OCCN1C1=NC2=C(OCC(N2)=O)N=C1